3-nitro-4-acetamido-5-hydroxy-N,N-dimethylbenzamide [N+](=O)([O-])C=1C=C(C(=O)N(C)C)C=C(C1NC(C)=O)O